1-(7-benzyl-2-(pentan-2-yl)-4-(tritylamino)-1H-imidazo[4,5-c]quinolin-1-yl)-2-methylpropan-2-ol C(C1=CC=CC=C1)C=1C=CC=2C3=C(C(=NC2C1)NC(C1=CC=CC=C1)(C1=CC=CC=C1)C1=CC=CC=C1)N=C(N3CC(C)(O)C)C(C)CCC